2-[3-(3-chloro-2-piperazin-1-yl-6-quinolinyl)imidazol-4-yl]ethanamine dihydrochloride Cl.Cl.ClC=1C(=NC2=CC=C(C=C2C1)N1C=NC=C1CCN)N1CCNCC1